COC(=O)C1CCCCCCCCCOOOOO1 pentaoxacyclopentadecane-15-carboxylic acid methyl ester